1,9-bis(triphenylphosphonio)nonane C1(=CC=CC=C1)[P+](CCCCCCCCC[P+](C1=CC=CC=C1)(C1=CC=CC=C1)C1=CC=CC=C1)(C1=CC=CC=C1)C1=CC=CC=C1